4,8,12-trimethyltridecanoic acid CC(CCC(=O)O)CCCC(CCCC(C)C)C